3-trifluoromethylthiothiophene-1,1-dioxide FC(SC1=CS(C=C1)(=O)=O)(F)F